(R)-N4-(1-((tert-butyldimethylsilyl)oxy)-2-methylhex-2-yl)-N2-(2,4-dimethoxybenzyl)-7-methoxy-1,5-naphthyridine-2,4-diamine [Si](C)(C)(C(C)(C)C)OC[C@](CCCC)(C)NC1=CC(=NC2=CC(=CN=C12)OC)NCC1=C(C=C(C=C1)OC)OC